N1C=CC2=CC=C(C=C12)[N-]S[N-]C1=CC2=C(N(CCO2)C2=CC=CC=C2)C=C1 N-1H-indol-6-yl-N'-(4-phenyl-3,4-dihydro-2H-1,4-benzoxazin-7-yl)thiodiamide